anilino-7,8,9,10-tetrahydrobenzimidazo[1,2-b]isoquinoline-6-carbonitrile N(C1=CC=CC=C1)C1=CC=CC2=C1N1C=C3CCCCC3=C(C1=N2)C#N